FC1=C(C#N)C=CC(=C1)C=1N=C(N(C(C1C1=CC(=C(C=C1)OC)F)=O)C)N1CCC(CC1)NC 2-fluoro-4-[5-(3-fluoro-4-methoxy-phenyl)-1-methyl-2-(4-methylamino-piperidin-1-yl)-6-oxo-1,6-dihydro-pyrimidin-4-yl]-benzonitrile